FC=1C=C(C#N)C=CC1N1C(C(N(C(C1)=O)CC1=CC=C(C=C1)C(F)(F)F)(C)CO)=O 3-fluoro-4-(3-(hydroxymethyl)-3-methyl-2,5-dioxo-4-(4-(trifluoromethyl)benzyl)piperazin-1-yl)benzonitrile